C(#N)P(O)(O)=O.B(O)(O)C=C borono ethylene Cyanophosphonate